4,4-difluoro-2-butynoic anhydride FC(C#CC(=O)OC(C#CC(F)F)=O)F